BrC1=C(C=C(C=C1)C(F)(F)F)NS(=O)(=O)C(C)C N-(2-Bromo-5-(trifluoromethyl)phenyl)propane-2-sulfonamide